IC=1C=CC=C2C=NNC(C12)=O 8-iodo-1,2-dihydro-phthalazin-1-one